tert-butyl (9-(5-((4-chloro-2-methyl-2H-indazol-5-yl)thio)pyrazin-2-yl)-3-(2-acetylmorpholino)-3,9-diazaspiro[5.5]undec-1-yl)carbamate ClC=1C2=CN(N=C2C=CC1SC=1N=CC(=NC1)N1CCC2(CCN(CC2NC(OC(C)(C)C)=O)N2CC(OCC2)C(C)=O)CC1)C